1-methyl-3-(5-(1-(4-(trifluoromethyl)phenyl)-1H-pyrazol-4-yl)-1H-indol-3-yl)urea CNC(=O)NC1=CNC2=CC=C(C=C12)C=1C=NN(C1)C1=CC=C(C=C1)C(F)(F)F